FC1=CC=C(C=C1)SCC(=O)O 2-[(4-Fluorophenyl)thio]acetic acid